titanium-sodium manganese phosphate P(=O)([O-])([O-])[O-].[Mn+2].[Na+].[Ti+4]